(R)-3-(6-(3-fluoro-1H-pyrrolo[2,3-b]pyridin-5-yl)-2-(2-hydroxyl-2-methylpropionyl)-1,2,3,4-Tetrahydroisoquinolin-8-yl)morpholine-4-carboxylic acid tert-butyl ester C(C)(C)(C)OC(=O)N1[C@@H](COCC1)C=1C=C(C=C2CCN(CC12)C(C(C)(C)O)=O)C=1C=C2C(=NC1)NC=C2F